2-(3-((((2,2-Difluorocyclopropyl)methyl)amino)methyl)-5-methylphenyl)-6-(3-((4-methyl-4H-1,2,4-triazol-3-yl)methyl)oxetan-3-yl)isoindolin-1-one FC1(C(C1)CNCC=1C=C(C=C(C1)C)N1C(C2=CC(=CC=C2C1)C1(COC1)CC1=NN=CN1C)=O)F